OC1C=CCC12CCN(CC2)C(=O)OC(C)(C)C tert-Butyl 1-hydroxy-8-azaspiro[4.5]dec-2-ene-8-carboxylate